ClC1=C(C=CC=C1Cl)SC=1N=CC(=NC1C(F)(F)F)N1CCC2(CCC[C@H]2N)CC1 (R)-8-(5-((2,3-dichlorophenyl)thio)-6-(trifluoromethyl)pyrazin-2-yl)-8-azaspiro[4.5]decan-1-amine